2-(7-bromo-5-isopropoxybenzo[b]thiophen-2-yl)-4-methylthiazole-5-carboxylic acid ethyl ester C(C)OC(=O)C1=C(N=C(S1)C1=CC2=C(S1)C(=CC(=C2)OC(C)C)Br)C